4-(2,3-dihydrobenzo[b][1,4]dioxin-6-yl)-5-((5-nitropyridin-2-yl)thio)-2,4-dihydro-3H-1,2,4-triazol-3-one O1C2=C(OCC1)C=C(C=C2)N2C(NN=C2SC2=NC=C(C=C2)[N+](=O)[O-])=O